4-chloro-3-fluoro-7-(4-fluoro-2-methoxy-phenyl)thieno[3,2-c]pyridine-6-carboxylic acid ethyl ester C(C)OC(=O)C1=C(C2=C(C(=N1)Cl)C(=CS2)F)C2=C(C=C(C=C2)F)OC